4-((2,3-dihydrobenzo[b][1,4]dioxin-6-yl)oxy)-1H-1,2,3-triazole-5-carboxylic acid 2,2,2-trifluoroacetate FC(C(=O)O)(F)F.O1C2=C(OCC1)C=C(C=C2)OC=2N=NNC2C(=O)O